adipic acid pentamethylenediamine salt NCCCCCN.C(CCCCC(=O)O)(=O)O